IC=1C=C(C2=C(CCO2)C1\C=C\C)C1=CC=C(C=C1)OC(F)(F)F (E)-5-iodo-4-(prop-1-en-1-yl)-7-(4-(trifluoromethoxy)phenyl)-2,3-dihydrobenzofuran